ZINC(II) 2-(CARBOXYMETHYL)-2-FORMYLSUCCINATE C(=O)(O)CC(C(=O)[O-])(CC(=O)[O-])C=O.[Zn+2]